(R)-3-(3-fluoro-4-(6-(2-ethyl-2H-tetrazol-5-yl)pyridin-3-yl)phenyl)-5-(hydroxyfluoromethyl)oxazolidin-2-one FC=1C=C(C=CC1C=1C=NC(=CC1)C=1N=NN(N1)CC)N1C(O[C@H](C1)C(F)O)=O